[Li+].[Li+].[O-2].[Al+3] aluminum oxide lithium-lithium